lithium nickel manganese zirconium oxide [O-2].[Zr+4].[Mn+2].[Ni+2].[Li+]